iodoethyl propyl carbonate C(OCCI)(OCCC)=O